C1(=CC=CC=C1)[C@H](C1CCN(CC1)C(=O)N1C[C@@H]2[C@@H](OCC(N2)=O)CC1)C1=CC=C(C=C1)C |o1:6| (4aR,8aS)-6-[4-[(S or R)-Phenyl(p-tolyl)methyl]piperidine-1-carbonyl]-4,4a,5,7,8,8a-hexahydropyrido[4,3-b][1,4]oxazin-3-one